1-Ethyl-3-ethyl-imidazolium octanoat C(CCCCCCC)(=O)[O-].C(C)N1C=[N+](C=C1)CC